C(=O)(O)C1=C(C=C(C=C1)C1=CC(=C(C=C1)F)F)NC(=O)C1=CC=C(C=C1)O 2-({4-carboxy-3',4'-difluoro-[1,1'-biphenyl]-3-yl}carbamoyl)-5-hydroxybenzene